C1OC(OCC12CCCCC2)=O 2,4-dioxaspiro[5.5]undecane-3-one